CN(C1=CN=CC(=N1)C1=NN=C(S1)C(C)N1C(C=CC=C1)=O)C 1-(1-(5-(6-(dimethyl-amino)pyrazin-2-yl)-1,3,4-thiadiazol-2-yl)ethyl)pyridin-2(1H)-one